((4-methoxy-3,5-dimethylpyridin-2-yl)methyl)-(3-methyl-5-(6-(trifluoromethyl)pyridin-2-yl)-phenyl)carbamic acid tert-butyl ester C(C)(C)(C)OC(N(C1=CC(=CC(=C1)C1=NC(=CC=C1)C(F)(F)F)C)CC1=NC=C(C(=C1C)OC)C)=O